Cl(=O)(=O)(=O)O.C(CCC)N1C(C2=C3C(C=CC=C13)=CC=C2)C 1-butyl-2-methylbenzo[cd]indole perchlorate